ClC=1C(=NC(=NC1)NC1CCOCC1)C1=CC=C2CN(C(C2=C1)=O)CC(=O)NC(CO)C1=CC(=CC=C1)OC 2-(6-{5-Chloro-2-[(oxacyclohex-4-yl)amino]pyrimidin-4-yl}-1-oxo-2,3-dihydro-1H-isoindol-2-yl)-N-[2-hydroxy-1-(3-methoxyphenyl)ethyl]acetamide